2-((2R,3S)-2-(2-methoxybenzyl)-3-methylpyrrolidin-1-yl)-6-((R)-2-methylmorpholino)pyrimidin-4(3H)-one COC1=C(C[C@H]2N(CC[C@@H]2C)C2=NC(=CC(N2)=O)N2C[C@H](OCC2)C)C=CC=C1